(S)-3-(trifluoromethyl)-5,6,6a,7,9,10-hexahydro-8H-pyrazino[1,2-a][1,8]naphthyridin FC(C1=CC=2CC[C@@H]3N(C2N=C1)CCNC3)(F)F